The molecule is tetraanion of NADPH arising from deprotonation of the diphosphate and phosphate OH groups; major species at pH 7.3. It has a role as a human metabolite, a Saccharomyces cerevisiae metabolite, a hydrogen donor and a cofactor. It is a conjugate base of a NADPH. C1C=CN(C=C1C(=O)N)[C@H]2[C@@H]([C@@H]([C@H](O2)COP(=O)([O-])OP(=O)([O-])OC[C@@H]3[C@H]([C@H]([C@@H](O3)N4C=NC5=C(N=CN=C54)N)OP(=O)([O-])[O-])O)O)O